2-(3-chlorophenyl)benzofuran dimethyl-{2-[4-(difluoromethyl)phenyl]-2-oxoethyl}propanedioate COC(C(C(=O)OC)CC(=O)C1=CC=C(C=C1)C(F)F)=O.ClC=1C=C(C=CC1)C=1OC2=C(C1)C=CC=C2